CC1(N(C(CC12CCNCC2)=O)C=2C=NC(=CC2)C(F)(F)F)C 1,1-dimethyl-2-(6-(trifluoromethyl)pyridin-3-yl)-2,8-diazaspiro[4.5]decan-3-one